BrC1=C2C(N(C(C2=CC=C1)=O)C1C(NC(CC1)=O)=O)=O 4-bromo-2-(2,6-dioxopiperidin-3-yl)-1,3-dioxoisoindole